Cl.CNC(=O)C1CNCCC1 N-methyl-piperidine-3-carboxamide hydrochloride